C1N(CC12NSCCC2)C(=O)OC2(CCCC2)N(C=2C1=C(N=CN2)SC(=C1)CC(F)(F)F)C {methyl[6-(2,2,2-trifluoroethyl)thieno[2,3-d]pyrimidin-4-yl]amino}cyclopentan-1-ol 6Z-6-thia-2,5-diazaspiro[3.5]nonane-2-carboxylate